glycidoxypropyl-cyclotetrasiloxane C(C1CO1)OCCC[SiH]1O[SiH2]O[SiH2]O[SiH2]O1